(2-((1S,3S,5S)-3-cyano-2-azabicyclo[3.1.0]hex-2-yl)-2-oxoethyl)-7-(1-methoxyethyl)quinoline-4-carboxamide C(#N)[C@H]1N([C@H]2C[C@H]2C1)C(CC1=NC2=CC(=CC=C2C(=C1)C(=O)N)C(C)OC)=O